(2,5-difluorophenyl)-2-oxoethylcarbamate FC1=C(C=C(C=C1)F)OC(NCC=O)=O